C(C)OC1=C(CN2C[C@@H](N(CC2)C(=O)OC(C)(C)C)C)C=C(C=C1)OC(F)(F)F tert-butyl (S)-4-(2-ethoxy-5-(trifluoromethoxy)benzyl)-2-methylpiperazine-1-carboxylate